FC1=CC=C(C=C1)C(=O)N1[C@@H](C=2N(CC1)C(=NC2C2=C(C=NC=C2)F)C2=NC(=NS2)C)C (R)-(4-fluorophenyl)(1-(3-fluoropyridine-4-yl)-8-methyl-3-(3-methyl-1,2,4-thiadiazol-5-yl)-5,6-dihydroimidazo[1,5-a]pyrazine-7(8H)-yl)methanone